C(C(C)C)C=1N=C(N2C1C=CC=C2)C(=O)C2=CC=CC=C2 (1-isobutylimidazo[1,5-a]pyridin-3-yl)(phenyl)methanone